C1(CC1)NC(C(C(C[C@H]1C(NCC1)=O)NC([C@H](CC(C)(C)C)NC([C@@H](C)OC1=C(C=C(C=C1)Cl)Cl)=O)=O)=O)=O (2S)-N-(4-(Cyclopropylamino)-3,4-dioxo-1-((S)-2-oxopyrrolidin-3-yl)butan-2-yl)-2-((R)-2-(2,4-dichlorophenoxy)propanamido)-4,4-dimethylpentanamid